2-ethyl-5-phenylpentanol C(C)C(CO)CCCC1=CC=CC=C1